BrC1=NN(C(=N1)C1CCC(CC1)(C)C)C 3-bromo-5-(4,4-dimethylcyclohexyl)-1-methyl-1H-1,2,4-triazole